1-(2-{3-[4-(Azetidine-1-sulfonyl)phenyl]-1H-pyrazolo[3,4-b]pyridin-5-yl}-7-methyl-6,7,8,9-tetrahydro-5H-benzo[7]annulen-7-yl)-2-methylpyrrolidine N1(CCC1)S(=O)(=O)C1=CC=C(C=C1)C1=NNC2=NC=C(C=C21)C=2C=CC1=C(CCC(CC1)(C)N1C(CCC1)C)C2